lithium isopropylideneacetonide C(C)(C)=CC([CH2-])=O.[Li+]